C(C1=CC=CC=C1)OC1=C(N(N=C1C)CC)C(=N)NO 4-benzyloxy-2-ethyl-N-hydroxy-5-methyl-pyrazole-3-carboxamidine